4-(difluoromethyl)-3,5-difluoro-N-methylbenzamide FC(C1=C(C=C(C(=O)NC)C=C1F)F)F